NC1=NC(=NC(=C1C(=O)O)Cl)Cl 4-amino-2,6-dichloropyrimidine-5-formic acid